CN(CCN(C1=CC(=C(C=C1[N+](=O)[O-])NC1=NC=C(C(=N1)N1C(C(C2=NC(=CC=C21)C)(C)C)([2H])[2H])C(=O)OC(C)C)OC)C([2H])([2H])[2H])C isopropyl 2-((4-((2-(dimethylamino)ethyl) (methyl-d3)amino)-2-methoxy-5-nitrophenyl)amino)-4-(3,3,5-trimethyl-2,3-dihydro-1H-pyrrolo[3,2-b]pyridin-1-yl-2,2-d2)pyrimidine-5-carboxylate